2-nitro-N-(3-(thiazol-2-yl)benzyl)-5-(2,2,2-trifluoroethoxy)benzamide [N+](=O)([O-])C1=C(C(=O)NCC2=CC(=CC=C2)C=2SC=CN2)C=C(C=C1)OCC(F)(F)F